N,N'-bis(β-hydroxyethyl)-N,N'-bis(4'-aminophenyl)-1,3-diamino-propanol OCCN(C(CCN(C1=CC=C(C=C1)N)CCO)O)C1=CC=C(C=C1)N